N-(4-(6-((1-(2-methoxyethyl)-1H-pyrazol-4-yl)amino)pyrimidin-4-yl)phenyl)acrylamide COCCN1N=CC(=C1)NC1=CC(=NC=N1)C1=CC=C(C=C1)NC(C=C)=O